Trifluoromethyl fluoropropyl ether FCCCOC(F)(F)F